C=C1C(N([C@@H](C1)C(F)(F)F)C(=O)OC(C)(C)C)=O tert-butyl (5S)-3-methylene-2-oxo-5-(trifluoromethyl)pyrrolidine-1-carboxylate